C(C1=CC=CC=C1)OC=1C=CC2=C(C(=C(O2)C)Br)C1 5-(benzyloxy)-3-bromo-2-methylbenzofuran